N,N-dimethylcyclohexylammonium hydroxide [OH-].C[NH+](C)C1CCCCC1